N1=C(C=CC=C1)C=CC1=NNC2=CC=CC=C12 3-(2-(pyridin-2-yl)vinyl)-1H-indazole